OB1OC2=C(C[C@@H]1NC([C@H](NC(=O)[C@H]1NCCC1)C1=CC=C(C=C1)P(=O)(O)O)=O)C=CC=C2C(=O)O (R)-2-hydroxy-3-((R)-2-(4-phosphonophenyl)-2-((S)-pyrrolidine-2-carboxamido)acetamido)-3,4-dihydro-2H-benzo[e][1,2]oxaborinine-8-carboxylic acid